1-(diacetoxyiodo)-4-(2-methoxyethyl)benzene C(C)(=O)OI(C1=CC=C(C=C1)CCOC)OC(C)=O